dimethylsilyl-bis(indenyl)zirconium C[SiH](C)[Zr](C1C=CC2=CC=CC=C12)C1C=CC2=CC=CC=C12